[N+](=O)([O-])C1=C(C=CC(=C1)C(F)(F)F)C(C(=O)OCC)(C)C1=CC=NC=C1 ethyl 2-[2-nitro-4-(trifluoromethyl)phenyl]-2-(4-pyridyl)propanoate